C(C)C(C)([SiH](OCCOCC)OCCOCC)CC di-ethyl-2-ethyl-bis-(2-ethoxyethoxy)silane